N-[[(1R,3S)-3-[[5-[3-(3-methoxyazetidin-1-yl)-6-oxo-pyridazin-1-yl]-2-pyridyl]amino]cyclopentyl]methyl]-3-methylisoxazole-5-carboxamide COC1CN(C1)C1=NN(C(C=C1)=O)C=1C=CC(=NC1)N[C@@H]1C[C@@H](CC1)CNC(=O)C1=CC(=NO1)C